OC=1C(=NC=CN1)C(=O)N1CC2(CN(C2)C(=O)C2(CC2)C(F)(F)F)[C@@H](C1)C(=O)O (S)-6-(3-hydroxypyrazine-2-carbonyl)-2-(1-(trifluoromethyl)cyclopropane-1-carbonyl)-2,6-diazaspiro[3.4]octane-8-carboxylic acid